3-bromo-5-(1H-tetrazol-5-yl)aniline BrC=1C=C(N)C=C(C1)C1=NN=NN1